1-((methoxy-d3)methyl)-3,8-diazabicyclo[3.2.1]octane-8-carboxylate C(OCC12CNCC(CC1)N2C(=O)[O-])([2H])([2H])[2H]